C(C)OC(C)N1N=CC(=C1)C1=C(C=2N(C=N1)N=C(N2)N[C@H](CF)C)F 7-(1-(1-ethoxyethyl)-1H-pyrazol-4-yl)-8-fluoro-N-((S)-1-fluoropropan-2-yl)-[1,2,4]triazolo[1,5-c]pyrimidin-2-amine